3-HYDROXY-2-(TRIFLUOROMETHYL)PYRIDINE-4-BORONIC ACID OC=1C(=NC=CC1B(O)O)C(F)(F)F